FC1=CC(=C(C=C1)[C@@H]1[C@H](O[C@](C1)(C(F)(F)F)C)C(=O)NC1=CC(=NC=C1)C(=O)N)OC (2S,3R,5R)-4-[[3-(4-fluoro-2-methoxy-phenyl)-5-methyl-5-(trifluoromethyl)tetrahydrofuran-2-carbonyl]amino]pyridine-2-carboxamide